5-bromo-4,4,7-trimethylisochroman-3-ol BrC1=C2C(C(OCC2=CC(=C1)C)O)(C)C